vinyl format C(=O)OC=C